C(C)(C)(C)[C@@H]1CC=2C=C3C(=NC2CC1)SC(=N3)C(=O)N[C@H](CCN3CCC(CC3)CO)C3=CC(=CC=C3)C(NC3C[NH+](C3)C)=O |r| rac-(7S)-7-tert-butyl-N-[rac-(1R)-3-[4-(hydroxymethyl)-1-piperidyl]-1-[3-[(1-methylazetidin-1-ium-3-yl)carbamoyl]phenyl]propyl]-5,6,7,8-tetrahydrothiazolo[5,4-b]quinoline-2-carboxamide